4-((2R,3R,4R,5R)-3-(3,4-difluoro-2-methoxyphenyl)-4-methyl-5-(trifluoromethyl)tetrahydrofuran-2-carboxamido)picolinamide FC=1C(=C(C=CC1F)[C@@H]1[C@@H](O[C@H]([C@@H]1C)C(F)(F)F)C(=O)NC1=CC(=NC=C1)C(=O)N)OC